pentaerythritol tetrakis[3-dodecylthiopropionate] C(CCCCCCCCCCC)CCC(=S)OCC(COC(CCCCCCCCCCCCCC)=S)(COC(CCCCCCCCCCCCCC)=S)COC(CCCCCCCCCCCCCC)=S